2,4,6-Tris(3,5-di-tert-butyl-4-hydroxy-benzyl)phenol C(C)(C)(C)C=1C=C(CC2=C(C(=CC(=C2)CC2=CC(=C(C(=C2)C(C)(C)C)O)C(C)(C)C)CC2=CC(=C(C(=C2)C(C)(C)C)O)C(C)(C)C)O)C=C(C1O)C(C)(C)C